CC1=NC(=NO1)C1=CC=C2C=CN=C(C2=C1)NC1CC(C1)C(=O)NC=1SC(=CN1)C(C(F)(F)F)(F)F 3-[[7-(5-methyl-1,2,4-oxadiazol-3-yl)-1-isoquinolyl]amino]-N-[5-(1,1,2,2,2-pentafluoroethyl)thiazol-2-yl]cyclobutane-carboxamide